CN1N=C(C2=CC=CC(=C12)N1CCN(CC1)CC1CCNCC1)C1C(NC(CC1)=O)=O 3-[1-methyl-7-[4-(4-piperidylmethyl)piperazin-1-yl]indazol-3-yl]piperidine-2,6-dione